FC=1C=C(C=C(C1OC1=CC=C(C=C1)C(F)(F)F)F)CO (3,5-difluoro-4-(4-(trifluoromethyl)phenoxy)phenyl)methanol